C(CCC)(=O)OCCN(C)CCNC1=C2C(=NC(=N1)C1=CC=C(C=C1)NS(=O)(=O)C1=C(C=CC(=C1)Cl)F)NN=C2C {[2-({6-[4-(5-chloro-2-fluorobenzenesulfonamido)phenyl]-3-methyl-1H-pyrazolo[3,4-d]pyrimidin-4-yl}amino)ethyl](methyl)amino}ethyl butanoate